N-[2-(2-aminoethoxy)ethyl]-2-ethyl-4-[[3-[1-prop-2-enyl-3-(trifluoromethyl)pyrazol-4-yl]imidazo[1,2-a]pyrazin-8-yl]amino]benzamide NCCOCCNC(C1=C(C=C(C=C1)NC=1C=2N(C=CN1)C(=CN2)C=2C(=NN(C2)CC=C)C(F)(F)F)CC)=O